F[C@@H]1CC[C@@]2(CCC[C@@H]1N2)C (1S,3S,4R,5S)-4-fluoro-1-methyl-9-azabicyclo[3.3.1]nonan